2-Amino-N-[5-[[5-(cyclopropylmethyl)pyridin-2-yl]carbamoyl]-4-fluoro-2-methylphenyl]-1,3-thiazole-5-carboxamide NC=1SC(=CN1)C(=O)NC1=C(C=C(C(=C1)C(NC1=NC=C(C=C1)CC1CC1)=O)F)C